N,N'-bis[2,3-dihydroxypropyl]-5-hydroxy-2,4,6-triiodobenzene-1,3-dicarboxamide OC(CNC(=O)C1=C(C(=C(C(=C1I)O)I)C(=O)NCC(CO)O)I)CO